trans-3-amino-6'-chloro-2'-methyl-1',2'-dihydro-3'h-spiro[cyclobutane-1,4'-isoquinolin]-3'-one citrate salt C(CC(O)(C(=O)O)CC(=O)O)(=O)O.NC1CC2(C(N(CC3=CC=C(C=C23)Cl)C)=O)C1